Bromo-hydantoin BrN1C(=O)NC(=O)C1